NC1=NC2=CC=C(C=C2C=C1C)C(=O)N(CC1=NC=C(C=C1)C(F)(F)F)CC1=NC=CC=C1 2-amino-3-methyl-N-(2-pyridinylmethyl)-N-((5-(trifluoromethyl)-2-pyridinyl)methyl)-6-quinolinecarboxamide